N\C(=C/C(=O)C1=C(C=CC=C1)OC)\C1=CC=C(C=C1)CN1CCN(CC1)C(=O)OC(C)(C)C tert-butyl 4-[[4-[(Z)-1-amino-3-(2-methoxyphenyl)-3-oxo-prop-1-enyl]phenyl]methyl]piperazine-1-carboxylate